2-phenyl-4-(thiophen-2-ylmethylene)oxazol-5(4H)-one C1(=CC=CC=C1)C=1OC(C(N1)=CC=1SC=CC1)=O